(isoindolin-4-yl)-N-methylbut-2-enamide C1NCC2=C(C=CC=C12)C(C(=O)NC)=CC